ClC(C(=CC(F)(F)F)Cl)Cl 1,1,2-trichloro-4,4,4-trifluoro-2-butene